(E)-N'-(3-bromobenzylidene)-6-(4-methoxyphenyl)pyrazine-2-carbohydrazide BrC=1C=C(\C=N\NC(=O)C2=NC(=CN=C2)C2=CC=C(C=C2)OC)C=CC1